CN1N=NC=C1C=1C=C(C=NC1)N1N=C(C=CC1=O)C(=O)N 1-[5-(3-methyltriazol-4-yl)-3-pyridinyl]-6-oxo-pyridazine-3-carboxamide